distearoyl-trimethylammoniopropane C(CCCCCCCCCCCCCCCCC)(=O)C(CC)([N+](C)(C)C)C(CCCCCCCCCCCCCCCCC)=O